C1(=CC=C(C=C1)C)OP(=O)(OC1=CC=C(C=C1)C)OC1=CC=C(C=C1)C tri(para-cresyl)phosphate